2-Methyl-5-(5-methyl-1,4,5,6-tetrahydropyridin-2-yl)benzo[d]thiazole CC=1SC2=C(N1)C=C(C=C2)C=2NCC(CC2)C